NC1=NC=CC(=C1)OC1=C(C=C(C=C1)NC1=NC=CC=C1C(=O)NC1CCOCC1)F 2-[(4-[(2-aminopyridin-4-yl)oxy]-3-fluorophenyl)amino]-N-(tetrahydro-2H-pyran-4-yl)pyridine-3-carboxamide